C(C)(C)(C)OC(=O)N(C1=C(C=C(C(=O)O)C=C1)OCC)CC#C 4-[tert-butoxycarbonyl(prop-2-ynyl)amino]-3-ethoxy-benzoic acid